3-(2-(2-aminoethoxy)ethoxy)-N-(5-(1-(3,5-dichlorophenyl)-3-(3,3-dimethylmorpholine-4-carbonyl)-7-methoxy-1,4-dihydrochromeno[4,3-c]pyrazol-8-yl)pyridin-3-yl)propanamide NCCOCCOCCC(=O)NC=1C=NC=C(C1)C1=CC2=C(C=C1OC)OCC1=C2N(N=C1C(=O)N1C(COCC1)(C)C)C1=CC(=CC(=C1)Cl)Cl